Cl.OC1CNC1 3-hydroxyazetidine hydrochloride salt